ClC=1C=CC(=NC1C1=C(C=CC(=C1)F)C)NS(=O)(=O)C1=CC(=NC=C1)NC(OC(C)(C)C)=O tert-butyl (4-(N-(5-chloro-6-(5-fluoro-2-methylphenyl)pyridin-2-yl)sulfamoyl)pyridin-2-yl)carbamate